(3-(2-Chloro-6-fluorophenyl)-5-(1-(3-chlorophenyl)-5-(trifluoromethyl)-1H-pyrazol-4-yl)isoxazol-4-yl)methanol ClC1=C(C(=CC=C1)F)C1=NOC(=C1CO)C=1C=NN(C1C(F)(F)F)C1=CC(=CC=C1)Cl